CN(CCC=1C=C(C(=C(C1)CCC1=CC(=CC(=N1)N)C)F)F)C 6-[2-[5-[2-(dimethylamino)ethyl]-2,3-difluorophenyl]ethyl]-4-methyl-2-pyridinamine